5-(dibromomethyl)thiazole BrC(C1=CN=CS1)Br